C[C@H](CC/C=C(\\C)/C(=O)SCCNC(=O)CCNC(=O)[C@@H](C(C)(C)COP(=O)(O)OP(=O)(O)OC[C@@H]1[C@H]([C@H]([C@@H](O1)N2C=NC3=C(N=CN=C32)N)O)OP(=O)(O)O)O)[C@H]4CC[C@@H]5[C@@]4(CC[C@H]6[C@H]5CCC7=CC(=O)CC[C@]67C)C The molecule is a steroidal acyl-CoA that results from the formal condensation of the thiol group of coenzyme A with the carboxy group of 3-oxocholesta-4,24-dien-26-oic acid. It is a conjugate acid of a 3-oxocholesta-4,24-dien-26-oyl-CoA(4-).